NC([C@H](CCC(=O)OC(C)(C)C)N1C(C2=CC=C(C=C2C1)C=O)=O)=O tert-butyl (4S)-5-amino-4-(5-formyl-1-oxo-isoindolin-2-yl)-5-oxo-pentanoate